2-(benzhydrylideneamino)-N,6-dimethyl-pyridine-4-carboxamide C(C1=CC=CC=C1)(C1=CC=CC=C1)=NC1=NC(=CC(=C1)C(=O)NC)C